1-(3-(5-bromothiophene-2-carboxamido)cyclohexyl)-N-Cyclopropyl-2-(pyridin-2-yl)-1H-benzo[d]imidazole-5-carboxamide BrC1=CC=C(S1)C(=O)NC1CC(CCC1)N1C(=NC2=C1C=CC(=C2)C(=O)NC2CC2)C2=NC=CC=C2